N1N=CC=2N1C=C(C=CC2)N [1,2,3]triazolo[1,5-a]azepin-7-amine